N1(CN(CN(C1)C(C=C)=O)C(C=C)=O)C(C=C)=O 1,1',1''-(1,3,5-Triazinan-1,3,5-triyl)triprop-2-en-1-on